tert-butyl 4-(7-(4-cyanopyridin-2-yl)-5-(2-fluorophenyl)-7H-pyrrolo[2,3-d]pyrimidin-4-yl)-4,7-diazaspiro[2.5]octane-7-carboxylate C(#N)C1=CC(=NC=C1)N1C=C(C2=C1N=CN=C2N2C1(CC1)CN(CC2)C(=O)OC(C)(C)C)C2=C(C=CC=C2)F